CC(CC(C)(C)C)(C)C1=CC=C(C=C1)OC1=CC=C(C=C1)C(CC(C)(C)C)(C)C [4-(1,1,3,3-tetramethylbutyl)-phenyl]ether